N-(4-((tert-butyldimethylsilyl)oxy)butyl)-2-fluoro-5-nitroaniline [Si](C)(C)(C(C)(C)C)OCCCCNC1=C(C=CC(=C1)[N+](=O)[O-])F